C(C)S(=O)(=O)NC1CN(CC1F)C(=O)N(C)C 3-[(ethanesulfonyl)-amino]-4-fluoro-N,N-dimethylpyrrolidine-1-carboxamide